C(C)(C)(C)OC(NC(COC1=CC(=C(C=C1)C)C(NC1(CC1)C1=CC(=CC2=CC=CC=C12)C)=O)C)=O tert-butyl(1-(4-methyl-3-((1-(3-methylnaphthalen-1-yl)cyclopropyl)carbamoyl)phenoxy)propan-2-yl)carbamate